FC1(CCN(CC1)C(=O)C1=NN(C=2CCCCC12)CC(=O)N1CCC(CC1)OC1=C(C=C(C=C1)F)C)CO 2-[3-[4-fluoro-4-(hydroxymethyl)piperidine-1-carbonyl]-4,5,6,7-tetrahydroindazol-1-yl]-1-[4-(4-fluoro-2-methyl-phenoxy)-1-piperidyl]ethanone